C(C=C)(=O)OCCOCCOCCOCCOC(C=C)=O tetra-ethyleneglycol diacrylate